C(CCC)O/C=C/C(C(F)F)=O (E)-4-butoxy-1,1-difluorobut-3-en-2-one